N-((3R,4S)-4-((6-(2,6-dichloro-3,5-di-methoxyphenyl)-8-((1-methylpyrrolidin-3-yl)methyl)pyrido[3,4-d]pyrimidin-2-yl)amino)tetrahydrofuran-3-yl)acrylamide ClC1=C(C(=C(C=C1OC)OC)Cl)C1=CC2=C(N=C(N=C2)N[C@H]2[C@H](COC2)NC(C=C)=O)C(=N1)CC1CN(CC1)C